N-Hydroxy-6-(3-(3-(pentafluoro-λ6-sulfaneyl)benzyl)ureido)chromane-2-carboxamide ONC(=O)C1OC2=CC=C(C=C2CC1)NC(=O)NCC1=CC(=CC=C1)S(F)(F)(F)(F)F